S(N)(OCCC1=C(C=2C(=NC=CC2)N1C1CCN(CC1)[C@@H]1CC[C@@H](CC1)C(C)(C)C)CN)(=O)=O 2-(3-(aminomethyl)-1-(1-(cis-4-(tert-butyl)cyclohexyl)piperidin-4-yl)-1H-pyrrolo[2,3-b]pyridin-2-yl)ethyl sulfamate